[3-(1,1-difluoroethyl)phenyl]-3-methyl-5-oxo-1-(4-sec-butoxyphenyl)-4H-pyrazole-4-carboxamide FC(C)(F)C=1C=C(C=CC1)C1(C(=NN(C1=O)C1=CC=C(C=C1)OC(C)CC)C)C(=O)N